N-[3'-(9H-carbazol-9-yl)-[1,1'-biphenyl]-4-yl]-[1,1':2',1''-terphenyl]-4'-amine C1=CC=CC=2C3=CC=CC=C3N(C12)C=1C=C(C=CC1)C1=CC=C(C=C1)NC=1C=C(C(=CC1)C1=CC=CC=C1)C1=CC=CC=C1